(S)-2-amino-4-((1-(8-chloro-1,1-dihydroxy-2-phenyl-2H-benzo[e][1,2]thiazin-3-yl)propyl)amino)-6-methylpyrimidine-5-carbonitrile NC1=NC(=C(C(=N1)N[C@@H](CC)C=1N(S(C2=C(C1)C=CC=C2Cl)(O)O)C2=CC=CC=C2)C#N)C